N-(6-(4-methylpiperazin-1-yl)pyridin-3-yl)-3-(3-((1-methylpiperidin-4-yl)carbamoyl)pyrazolo[1,5-a]pyridin-5-yl)-1H-pyrrolo[2,3-b]pyridine-5-carboxamide CN1CCN(CC1)C1=CC=C(C=N1)NC(=O)C=1C=C2C(=NC1)NC=C2C2=CC=1N(C=C2)N=CC1C(NC1CCN(CC1)C)=O